γ-aminobutanoyl-(γ-aminobutyric acid) NC(CC(=O)C(C(=O)O)CCN)C